CC=1C=C(C=CC1C)C1=NOC(=N1)C1=CC=C(C=C1)NC(=O)C1CN(C(C1)=O)CC=1C=NC=CC1 N-{4-[3-(3,4-dimethylphenyl)-1,2,4-oxadiazol-5-yl]Phenyl}-5-oxo-1-[(pyridin-3-yl)methyl]Pyrrolidine-3-carboxamide